4-(3,5-Dimethylphenyl)-6-methyl-1-tosyl-1,6-dihydro-7H-pyrrolo[2,3-c]pyridin-7-one CC=1C=C(C=C(C1)C)C=1C2=C(C(N(C1)C)=O)N(C=C2)S(=O)(=O)C2=CC=C(C)C=C2